BrC=1C(=NC(=C(C1)NC(=O)OC(C)(C)C)C(=O)OC)C(=O)O 3-Bromo-5-(tert-butoxycarbonylamino)-6-methoxycarbonyl-pyridine-2-carboxylic acid